CN1C2=C(C=C(C1=O)C(=O)NC1=NC=CC=C1)[C@H](CC2)C (5S)-1,5-Dimethyl-2-oxo-N-(2-pyridyl)-6,7-dihydro-5H-cyclopenta[b]pyridine-3-carboxamide